FC=1C(=C2C=CN(C2=CC1)[Si](C(C)C)(C(C)C)C(C)C)N1CCC(CC1)N(C(OC(C)(C)C)=O)C tert-butyl N-[1-(5-fluoro-1-triisopropylsilyl-indol-4-yl)-4-piperidinyl]-N-methylcarbamate